C(C)(C)(C)C1=C(C(=CC(=C1)C)CC1=C(C(=CC(=C1)C)C(C)(C)C)O)OC(C1=CC=C(C(=O)OC2=C(C=C(C=C2CC2=C(C(=CC(=C2)C)C(C)(C)C)O)C)C(C)(C)C)C=C1)=O bis[2-Tertiary butyl-4-methyl-6-(2-hydroxy-3-tertiary-butyl-5-methylbenzyl)phenyl]terephthalate